C12(CC3CC(CC(C1)C3)C2)C(C(=O)N)OC2=NC(=NC(=C2)OC(C)C)SC (ADAMANTAN-1-YL)-2-((6-ISOPROPOXY-2-(METHYLTHIO)PYRIMIDIN-4-YL)OXY)ACETAMIDE